NC1=CC=C2CCCN(C2=C1)S(=O)(=O)C=1SC=CC1 7-amino-1-(thiophene-2-ylsulfonyl)-1,2,3,4-tetrahydroquinoline